C(C)(=O)N1CC(C1)OC1=CC2=C(C(N(CCN2C)C[C@@H](CN2CC3=CC=CC=C3CC2)O)=O)C=C1 8-(1-acetylazetidin-3-yl)oxy-4-((2R)-3-(3,4-dihydro-1H-isoquinolin-2-yl)-2-hydroxy-propyl)-1-methyl-2,3-dihydro-1,4-benzodiazepin-5-one